C(C)(C)C1=C(C=CC=C1)C1N(CCN(C1)CC=1C=C(C2=C(C(CO2)(C)C)C1)OC)C1CC2(C1)CCNCC2 2-(2-(2-isopropylphenyl)-4-((7-methoxy-3,3-dimethyl-2,3-dihydrobenzofuran-5-yl)methyl)piperazin-1-yl)-7-azaspiro[3.5]Nonane